3,5-dimethyl-6-octenoic acid CC(CC(=O)O)CC(C=CC)C